1,8-diazabicyclo[5.4.0]undec-7-ene bromide [Br-].N12CCCCCC2=NCCC1